FC=1C=C2C(=C(NC2=C(C1)F)C1=C(C=CC=C1)F)C=O 5,7-DIFLUORO-2-(2-FLUOROPHENYL)-1H-INDOLE-3-CARBOXALDEHYDE